C(C#CCCCCC)(C(=O)O)C(=O)O octynedicarboxylic acid